aluminum tetramethylammonium C[N+](C)(C)C.[Al+3]